ascorbic acid phosphate potassium salt [K+].P(=O)([O-])([O-])[O-].O=C1C(O)=C(O)[C@H](O1)[C@@H](O)CO.[K+].[K+]